3-cyclopropylaminopropanesulfonic acid C1(CC1)NCCCS(=O)(=O)O